Dibenzyl-(dimethylcarbamoyl)-L-aspartic acid C(C1=CC=CC=C1)C([C@H](NC(N(C)C)=O)C(=O)O)(C(=O)O)CC1=CC=CC=C1